OC1=CC=C(C(=O)NNS(=O)(=O)C2=CC(=CC=C2)[N+](=O)[O-])C=C1 N'-(4-hydroxybenzoyl)-3-nitrobenzenesulfonohydrazide